N-methyl-N-(4-methylbenzyl)cyclohexylamine CN(CC1=CC=C(C=C1)C)C1CCCCC1